C(#N)C[C@H]1CN(CCN1C(C=C)=O)C1=CC(=NC(=N1)OC[C@H]1N(CCC1)C)C(=O)NC1=CC(=CC2=CC=CC=C12)O 6-[(3S)-3-(cyanomethyl)-4-prop-2-enoyl-piperazin-1-yl]-N-(3-hydroxy-1-naphthyl)-2-[[(2S)-1-methylpyrrolidin-2-yl]methoxy]pyrimidine-4-carboxamide